(R)-3-(3-Cyano-4-fluorophenyl)-1-(8-fluoro-3,3-dioxido-6-oxo-1,4,5,6-tetrahydro-2H-thiopyrano[3,4-c]isoquinolin-1-yl)-1-methylurea C(#N)C=1C=C(C=CC1F)NC(N(C)[C@H]1CS(CC=2NC(C=3C=C(C=CC3C21)F)=O)(=O)=O)=O